2-(3-cyanophenyl)-N-[(1R)-2-hydroxy-1,2-dimethyl-propyl]-3-[2-methyl-6-(trifluoromethyl)-4-pyridinyl]imidazo[1,2-b]pyridazine-6-carboxamide C(#N)C=1C=C(C=CC1)C=1N=C2N(N=C(C=C2)C(=O)N[C@@H](C(C)(C)O)C)C1C1=CC(=NC(=C1)C(F)(F)F)C